ClC1=C2C(=CNC2=C(C=C1)N1CCC(CC1)NC(C1=C(C=C(C=C1)N1CCC(CC1)C=O)C#N)=O)C#N N-[1-(4-Chloro-3-cyano-1H-indol-7-yl)piperidin-4-yl]-2-cyano-4-(4-formylpiperidin-1-yl)benzamide